N-[(S)-1-(4-benzyloxy-phenyl)-pyrrolidin-3-yl]Acetamide C(C1=CC=CC=C1)OC1=CC=C(C=C1)N1C[C@H](CC1)NC(C)=O